(S)-N,N-dimethyl-1-((3-methyl-6-(4,4,4-trifluorobutoxy)-3,4-dihydronaphthalen-2-yl)methyl)azetidine-3-carboxamide CN(C(=O)C1CN(C1)CC1=CC2=CC=C(C=C2C[C@@H]1C)OCCCC(F)(F)F)C